2-Amino-N-[5-[(3,3-dimethyl-2-oxo-1H-indol-6-yl)carbamoyl]-4-fluoro-2-methylphenyl]-1,3-thiazole-5-carboxamide NC=1SC(=CN1)C(=O)NC1=C(C=C(C(=C1)C(NC1=CC=C2C(C(NC2=C1)=O)(C)C)=O)F)C